NC1=C(C=2C(=NC=C(N2)N2CCC(CC2)C(NC)=O)N1C1=C(C(=CC=C1C)O)C)C(=O)N 6-amino-5-(3-hydroxy-2,6-dimethyl-phenyl)-2-[4-(methylcarbamoyl)-1-piperidinyl]pyrrolo[2,3-b]pyrazine-7-carboxamide